N-(1-cyclohexyl-3-methyl-1H-pyrrolo[2,3-b]pyridine-5-yl)acrylamide C1(CCCCC1)N1C=C(C=2C1=NC=C(C2)NC(C=C)=O)C